N1(CCCCCC1)C(=O)C1=C(C=CC=C1)N[C@H]([C@H](CC1=CNC2=CC=CC=C12)NC(OC(C)(C)C)=O)C#N |&1:16| tert-Butyl ((1RS,2S)-1-((2-(azepane-1-carbonyl)phenyl)amino)-1-cyano-3-(1H-indol-3-yl)propan-2-yl)carbamate